FC=1C=C2CN(CC2=CC1)C(=O)NC1=CC=C(C=C1)C=1CCN(CC1)S(NC(C(C)(C)C)=O)(=O)=O 5-FLUORO-N-(4-(1-(N-PIVALOYLSULFAMOYL)-1,2,3,6-TETRAHYDROPYRIDIN-4-YL)PHENYL)ISOINDOLINE-2-CARBOXAMIDE